CN[C@@H](CC(=O)[O-])C(=O)[O-] methyl-aspartate